2-(2,2-dimethylcyclopropyl)-4,4,5,5-tetramethyl-1,3,2-dioxaborolane CC1(C(C1)B1OC(C(O1)(C)C)(C)C)C